C(C(O)C)(=O)[O-].C(C(O)C)(=O)[O-].[NH4+].[Ti+] titanium ammonium dilactate